5-(1H-indazol-4-yl)pyridin-2-amine N1N=CC2=C(C=CC=C12)C=1C=CC(=NC1)N